(3S)-N,N-dimethyl-1-[4-(4,4,5,5-tetramethyl-1,3,2-dioxaborolan-2-yl)phenyl]piperidin-3-amine CN([C@@H]1CN(CCC1)C1=CC=C(C=C1)B1OC(C(O1)(C)C)(C)C)C